[Na+].[Na+].P(=O)([O-])([O-])OC[C@@H]1[C@H]([C@H]([C@@H](O1)N1C=NC=2C(=O)NC(N)=NC12)O)O guanosine 5'-monophosphate disodium salt